FC(C=1C(=C(C=CC1)[C@@H](C)NC1=NC(=NC2=CC(=C(C=C12)OC)N1CCNCC1)C)F)F (R)-N-(1-(3-(difluoromethyl)-2-fluorophenyl)ethyl)-6-methoxy-2-methyl-7-(piperazin-1-yl)quinazolin-4-amine